BrCCOC1C[C@@H](N([C@@H](C1)C)C(=O)OC(C)(C)C)C Tert-butyl (2S,6R)-4-(2-bromoethoxy)-2,6-dimethyl-piperidine-1-carboxylate